Cl.FC1=C(CN2C(N(C(C23CCNCC3)=O)C3=NC=CC(=C3)C(F)(F)F)=O)C=C(C=C1)F 1-(2,5-difluorobenzyl)-3-(4-(trifluoromethyl)pyridin-2-yl)-1,3,8-triazaspiro[4.5]decane-2,4-dione hydrochloride